CN(C1CC(C1)OC1=CC=C(N)C=C1)C 4-((1r,3r)-3-(dimethylamino)cyclobutoxy)aniline